C(C)(C)(C)OC(=O)N1CC(CC1)COCCCC1=NC=2NCCCC2C=C1 3-((3-(5,6,7,8-tetrahydro-1,8-naphthyridin-2-yl)propoxy)methyl)pyrrolidine-1-carboxylic acid (R)-tert-butyl ester